OC1=C(C=CC=C1)C=1C=C2N3CCN(C[C@H]3CNC2=NN1)C(=O)OC(C)(C)C tert-butyl (10R)-4-(2-hydroxyphenyl)-1,5,6,8,12-pentazatricyclo[8.4.0.02,7]tetradeca-2,4,6-triene-12-carboxylate